5,5'-oxybis(N-octadecyl-2-methyl-3-hydroxypyridin-4-one) O(C=1C(C(=C(N(C1)CCCCCCCCCCCCCCCCCC)C)O)=O)C=1C(C(=C(N(C1)CCCCCCCCCCCCCCCCCC)C)O)=O